NC1=C2N=CN(C2=NC(=N1)Cl)[C@H]1[C@@H]([C@@]([C@H](O1)CO[C@H](C(=O)O)C=1N=C(SC1)C1=CC=CC=C1)(O)C#C)O (S)-2-(((2r,3S,4r,5r)-5-(6-amino-2-chloro-9H-purin-9-yl)-3-ethynyl-3,4-dihydroxytetrahydrofuran-2-yl)methoxy)-2-(2-phenylthiazol-4-yl)acetic acid